FC1=CC(=C(S1)C1=CC=C(C(=N1)C)O[C@@H]1C[C@H](CCC1)C(=O)OC)COC(N(CCC)C)=O methyl (1S,3S)-3-((6-(5-fluoro-3-(((methyl(propyl)carbamoyl)oxy)methyl)thiophen-2-yl)-2-methylpyridin-3-yl)oxy)cyclohexane-1-carboxylate